6-(2-fluorophenyl)-7-oxo-thieno[2,3-d]pyridazine-4-carboxylic acid ethyl ester C(C)OC(=O)C=1C2=C(C(N(N1)C1=C(C=CC=C1)F)=O)SC=C2